CC1=CC(=NN1)C(=O)O 5-METHYL-1H-PYRAZOLE-3-CARBOXYLIC ACID